3-((S)-2-hydroxy-3-((R)-8-(4'-((isopropylamino)methyl)biphenyl-3-ylsulfonyl)-1-oxa-8-azaspiro[4.5]decan-3-ylamino)propoxy)-N-methylbenzenesulfonamide O[C@H](COC=1C=C(C=CC1)S(=O)(=O)NC)CN[C@H]1COC2(C1)CCN(CC2)S(=O)(=O)C=2C=C(C=CC2)C2=CC=C(C=C2)CNC(C)C